C(#N)C1=CC=C(C=C1)C#CC(=O)C1=C(C=O)C=CC=C1 2-(3-(4-cyanophenyl)propynoyl)benzaldehyde